C(C)(=O)NC1=CC=C(C=C1)NC(C1=C(C=CC(=C1)Cl)OC)=O N-(4-acetamidophenyl)-5-chloro-2-methoxybenzamide